3-bromo-4-(3-methoxy-2,6-dimethylphenyl)-1-(2,2,2-trifluoroethyl)pyrrolo[2,3-b]pyridine-6-carboxamide BrC1=CN(C2=NC(=CC(=C21)C2=C(C(=CC=C2C)OC)C)C(=O)N)CC(F)(F)F